Cl.N1C(=NC=C1)C1=CC=C(S1)[C@@H](C)N (R)-1-(5-(1H-imidazol-2-yl)thiophen-2-yl)ethan-1-amine hydrochloride